N-(4-(cis-bicyclo[3.1.0]hex-3-yloxy)-3,5-difluorophenyl)-5-ethyl-2-(pyrrolidin-1-yl)oxazole-4-carboxamide C12CC(CC2C1)OC1=C(C=C(C=C1F)NC(=O)C=1N=C(OC1CC)N1CCCC1)F